(6R)-11-fluoro-6,14-dimethyl-6,7,13,14-tetrahydro-1,15-ethenopyrazolo[4,3-f][1,4,8,10]benzoxatriazacyclotridecin-4(5H)-one FC=1C=CC2=C(CN(C3=NC4=C(C(N[C@@H](CO2)C)=O)C=NN4C=C3)C)C1